C(C)(C)(C)OC(C(CC(=O)N=C(CCCCCCCC)NO)P(=O)(OCC)OCC)=O.FC1=C(C(=CC=C1)O)C1=CC2=CN(N=C2C=C1)C1CN(C1)C(C=C)=O 1-(3-(5-(2-fluoro-6-hydroxyphenyl)-2H-indazol-2-yl)azetidin-1-yl)propan-2-en-1-one tert-butyl-2-(diethoxyphosphoryl)-4-((1-(hydroxyamino)nonylidene)amino)-4-oxobutanoate